C(CCOCCOCCOCCOCCC(=O)ON1C(CCC1=O)=O)(=O)ON1C(CCC1=O)=O bis(2,5-dioxopyrrolidin-1-yl) 4,7,10,13-tetraoxahexadecanedioate